(R)-3-((3-(8-amino-5-methylpyrido[3,4-d]pyrimidin-2-yl)phenyl)ethynyl)-3-hydroxy-1-methylpyrrolidin-2-one NC1=NC=C(C2=C1N=C(N=C2)C=2C=C(C=CC2)C#C[C@]2(C(N(CC2)C)=O)O)C